3-(2-Chloropyridin-4-yl)-3-oxo-2-phenylpropanenitrile ClC1=NC=CC(=C1)C(C(C#N)C1=CC=CC=C1)=O